methoxypyrimidine-2-carboxylic acid COC1=NC(=NC=C1)C(=O)O